5-bromo-6-(((dimethylamino)methylene)amino)-3-methylpyridine-2-carboxylate BrC=1C=C(C(=NC1N=CN(C)C)C(=O)[O-])C